Ethyl (Z)-2-[2-(thiophen-3-yl)ethyl]-3-(tributylstannyl)but-2-enoate S1C=C(C=C1)CC/C(/C(=O)OCC)=C(\C)/[Sn](CCCC)(CCCC)CCCC